4-HYDROXY-TETRAHYDRO-2-FUROIC ACID OC1CC(OC1)C(=O)O